5-fluoro-3-[[4-hydroxy-1-[(3R,4R)-1-(4-methyl-2-phenyl-thiazole-5-carbonyl)-3-phenyl-piperidine-4-carbonyl]-4-piperidinyl]methyl]-7-methyl-pyrrolo[2,3-d]pyrimidin-4-one FC1=CN(C=2N=CN(C(C21)=O)CC2(CCN(CC2)C(=O)[C@H]2[C@@H](CN(CC2)C(=O)C2=C(N=C(S2)C2=CC=CC=C2)C)C2=CC=CC=C2)O)C